4-bromo-5'-tert-butyl-5-(4-methoxyphenyl)-2,2'-bithiophene BrC=1C=C(SC1C1=CC=C(C=C1)OC)C=1SC(=CC1)C(C)(C)C